(1R,2S,5R)-1-Amino-5-(2-boronoethyl)-2-(((S)-2-((tert-butoxycarbonyl)amino)-N,3-dimethylbutanamido)methyl)cyclohexane-1-carboxylic acid N[C@]1([C@@H](CC[C@H](C1)CCB(O)O)CN(C([C@H](C(C)C)NC(=O)OC(C)(C)C)=O)C)C(=O)O